3-(2-((2-methoxy-4-(4-(4-methylpiperazin-1-yl)piperidin-1-yl)phenyl)amino)-4-(phenylamino)pyrimidin-5-yl)benzaldehyde COC1=C(C=CC(=C1)N1CCC(CC1)N1CCN(CC1)C)NC1=NC=C(C(=N1)NC1=CC=CC=C1)C=1C=C(C=O)C=CC1